2-[4-(aminomethyl)-1-piperidyl]-N-tert-butyl-acetamide NCC1CCN(CC1)CC(=O)NC(C)(C)C